C(C)(C)(C)OC(=O)N1C=C(C2=CC(=CC=C12)CC(C)C)CCNC(C)=O.ClC1=CC=C(C=C1)N1C(=C(C=C1C)C(CNC1CCC(CC1)C)=O)C 1-(1-(4-Chlorophenyl)-2,5-dimethyl-1H-pyrrol-3-yl)-2-((4-methyl-cyclohexyl)amino)ethanone tert-butyl-3-(2-acetamidoethyl)-5-isobutyl-1H-indole-1-carboxylate